(S)-1-(but-3-yn-2-yl)-3-(5-((2,3-dihydrobenzo[b][1,4]dioxin-5-yl)amino)-7-(methylamino)pyrazolo[1,5-a]pyrimidin-3-yl)urea C[C@@H](C#C)NC(=O)NC=1C=NN2C1N=C(C=C2NC)NC2=CC=CC=1OCCOC12